COC1(CC2(CC(C2)(C(=O)OC(C)C)C(=O)OC(C)C)C1)OC Diisopropyl 6,6-dimethoxyspiro(3.3)heptane-2,2-dicarboxylate